Cl.C12(CC(C1)N1CCOCC1)CC1CCC(C2)N1 4-(8-azaspiro[bicyclo[3.2.1]octane-3,1'-cyclobutan]-3'-yl)morpholine hydrochloride